2-chloro-1-fluoro-5-((methoxymethoxy)methyl)-12-(methylthio)-5a,6,7,8,9,10-hexahydro-5H-4-oxa-3,10a,1,13,14-pentaaza-6,9-methanonaphtho[1,8-ab]heptalene-14-carboxylate ClC1N(C2=NC(=CC3=C2C(OC(C2C4CCC(CN32)N4C(=O)[O-])COCOC)=N1)SC)F